N1=C(C=CC=C1)C(=O)[O-].[Ir+3].N1=C(C=CC=C1)C(=O)[O-].N1=C(C=CC=C1)C(=O)[O-] iridium (picolinate)